S1CC(C1)SCCSCC1SCC(SC1)CSCCSC1CSC1 2,5-bis[[2-(3-thietanylthio)ethyl]thiomethyl]-1,4-dithian